ClC1=CC(=C(C=N1)C1(CC1)N1N=CC(=C1)C(=O)O)C 1-(1-(6-chloro-4-methylpyridin-3-yl)cyclopropyl)-1H-pyrazole-4-carboxylic acid